(11R)-5,11,26-trimethyl-23-oxo-4,5,13,20,22,27-hexazapentacyclo[22.3.1.02,6.013,21.014,19]octacosa-1(27),2(6),3,14(19),15,17,20,24(28),25-nonaene-16-carbaldehyde CN1N=CC=2C3=NC(=CC(C(NC4=NC=5C=CC(=CC5N4C[C@@H](CCCCC12)C)C=O)=O)=C3)C